C(C)C1=NC(=NO1)C=1C=C2CC[C@H](C2=CC1)NC(=O)C=1N=COC1 (R)-N-(5-(5-ethyl-1,2,4-oxadiazol-3-yl)-2,3-dihydro-1H-inden-1-yl)oxazole-4-carboxamide